N1CC(C1)NC=1C(=C(C=CC1)SC=1N=CC(=NC1)N1CCC(CC1)(C)CNC(O)=O)Cl ((1-(5-((3-(azetidin-3-ylamino)-2-chlorophenyl)thio)pyrazin-2-yl)-4-methylpiperidin-4-yl)methyl)carbamic acid